C(CCCCCCCCCCCCCCC)OC(CCSCCC(C(=O)NCCCN(CCO)CCO)NC(C(CCCCCCCC)CCCCCC)=O)=O.C(C)(C)(CC)OOC1(CCCCC1)OOC(C)(C)CC 1,1-di(t-amylperoxy)cyclohexane hexadecyl-3-((4-((3-(bis(2-hydroxyethyl)amino)propyl)amino)-3-(2-hexyldecanamido)-4-oxobutyl)thio)propanoate